C1(=CC=CC=C1)OC(=O)C=1N=C(C=2N(C1)C=C(N2)C2COCCC2)OCC 8-ethoxy-2-(tetrahydro-2H-pyran-3-yl)imidazo[1,2-a]pyrazine-6-carboxylic acid phenyl ester